N-[2,3-bis[(Z)-octadec-9-enoxy]propyl]-3-[2-[2-[2-[2-[tertbutyl(diphenyl)silyl]oxyethoxy]ethoxy]ethoxy]ethoxy]-N-octyl-propanamide C(CCCCCCC\C=C/CCCCCCCC)OC(CN(C(CCOCCOCCOCCOCCO[Si](C1=CC=CC=C1)(C1=CC=CC=C1)C(C)(C)C)=O)CCCCCCCC)COCCCCCCCC\C=C/CCCCCCCC